N(N)C(=O)[C@H](CC(C)C)NC(=O)C=1NC2=CC=CC=C2C1 N-[(1S)-1-(hydrazinocarbonyl)-3-methyl-butyl]-1H-indole-2-carboxamide